3-(9-((4-(aminomethyl)-2-methylphenyl)carbamoyl)-4,5-dihydrobenzo[b]thieno[2,3-d]oxepin-8-yl)-6-((4-hydroxy-2-methylbutan-2-yl)carbamoyl)picolinic acid NCC1=CC(=C(C=C1)NC(=O)C1=CC2=C(OCCC3=C2SC=C3)C=C1C=1C(=NC(=CC1)C(NC(C)(CCO)C)=O)C(=O)O)C